NC1=NN2C(C=C(C=C2)C=2C=CC(=C(C2)N2OCC[C@H]2C2=CC=CC=C2)C2CC2)=N1 (S)-N-(5-(2-amino-[1,2,4]triazolo[1,5-a]pyridin-7-yl)-2-cyclopropylphenyl)-3-phenylisoxazolidine